N[C@@H]1C[C@@H](CCC1)C1=NN(C=C1C(=O)N)C ((1r,3s)-3-aminocyclohexyl)-1-methyl-1H-pyrazole-4-carboxamide